5-(9-Isopropyl-8-methyl-2-morpholinyl-9H-purin-6-yl)pyrimidin-2-amine C(C)(C)N1C2=NC(=NC(=C2N=C1C)C=1C=NC(=NC1)N)N1CCOCC1